N1(C=NC=C1)C=1C=C2C3=C(N=CC2=C(N1)N)C=C(C(=C3)OC)OCCOC 2-(1H-imidazol-1-yl)-9-methoxy-8-(2-methoxyethoxy)benzo[c][2,7]naphthyridin-4-amine